OC1NCCC1 2-hydroxypyrrolidine